1,4-dimethoxy-2,3-dibromobenzene COC1=C(C(=C(C=C1)OC)Br)Br